CC1=CC=C(C=C1)C1=C(C=CC=C1)Cl 4-methyl-2'-chloro-biphenyl